FC(C(=O)C1=C(C=C(C(=O)O)C=C1)OC)F 4-(2,2-difluoroacetyl)-3-methoxybenzoic acid